1-({3-[(2R)-1-{[(R)-phenyl((3R)-1H,2H,3H,4H-pyrido[2,3-b]pyrazin-3-yl)methyl]amino}propan-2-yl]phenyl}methyl)cyclopropane-1-carboxylic acid C1(=CC=CC=C1)[C@H]([C@H]1CNC2=C(N1)N=CC=C2)NC[C@H](C)C=2C=C(C=CC2)CC2(CC2)C(=O)O